C[Si](C1=CC=C(C(=O)O)C=C1)(C1=CC=C(C(=O)O)C=C1)C 4,4'-(dimethylsilanediyl)dibenzoic acid